tert-butyl ((3R,4R)-3-fluoropiperidin-4-yl)carbamate F[C@@H]1CNCC[C@H]1NC(OC(C)(C)C)=O